N-(5-((4-(benzo[b]thiophen-3-yl)pyrimidin-2-yl)amino)-2-(4-(dimethyl-amino)-piperidin-1-yl)-4-methoxyphenyl)acrylamide S1C2=C(C(=C1)C1=NC(=NC=C1)NC=1C(=CC(=C(C1)NC(C=C)=O)N1CCC(CC1)N(C)C)OC)C=CC=C2